FC(C1=NC2=CC=C(C(=C2NC1=O)F)CN1CCN(CC1)C=1C=CC(=NC1F)N(C(=O)C=1C=NN(C1)C)C)F N-(5-(4-((2-(difluoromethyl)-5-fluoro-3-oxo-3,4-dihydroquinoxalin-6-yl)methyl)piperazin-1-yl)-6-fluoropyridin-2-yl)-N,1-dimethyl-1H-pyrazole-4-carboxamide